CC(C(CC=O)C=1C=C(C=CC1)NC(OC(C)(C)C)=O)C tert-Butyl (3-(4-methyl-1-oxopentan-3-yl)phenyl)carbamate